tert-butyl 5-(6-amino-7-fluoro-2,3-dihydro-[1,4]dioxino[2,3-b]pyridin-8-yl)-3-[tert-butyl(dimethyl)silyl]oxy-2,3,4,7-tetrahydroazepine-1-carboxylate NC1=C(C(=C2C(=N1)OCCO2)C=2CC(CN(CC2)C(=O)OC(C)(C)C)O[Si](C)(C)C(C)(C)C)F